FC1([C@H](OC1)[C@]1(CN(CC1)CC=1N=NC=CC1)CCC1=CC=C(C#N)C=C1)F |o1:2| 4-(2-((R)-3-((R or S)-3,3-difluorooxetan-2-yl)-1-(pyridazin-3-ylmethyl)pyrrolidin-3-yl)ethyl)benzonitrile